N1CC(C1)COC(=O)C=1SC=C(C1)NC1=NC=CC(=N1)NC1=NC(=NC=C1)C1=NC(=CC=C1)C.FC1=C(C(=C(C(=C1F)F)F)F)[B-](C1=C(C(=C(C(=C1F)F)F)F)F)(C1=C(C(=C(C(=C1F)F)F)F)F)C1=C(C(=C(C(=C1F)F)F)F)F tetrakis(2,3,4,5,6-pentafluorophenyl)boranuide azetidin-3-ylmethyl-4-((4-((2-(6-methylpyridin-2-yl)pyrimidin-4-yl)amino)pyrimidin-2-yl)amino)thiophene-2-carboxylate